N-(2-Aminophenyl)-4-((5-(benzyloxy)-1H-indol-1-yl)sulfonyl)benzamide NC1=C(C=CC=C1)NC(C1=CC=C(C=C1)S(=O)(=O)N1C=CC2=CC(=CC=C12)OCC1=CC=CC=C1)=O